OC(CN1CCC(CC1)NC1=C2C=C(N(C2=CC=C1)CC(F)(F)F)C#CCNC1=C(C=C(C=C1)S(=O)(=O)N(C)CCOC)OC)CO 4-{[3-(4-{[1-(2,3-dihydroxypropyl)piperidin-4-yl]amino}-1-(2,2,2-trifluoroethyl)-1H-indol-2-yl)prop-2-yn-1-yl]amino}-3-methoxy-N-(2-methoxyethyl)-N-methylbenzene-1-sulfonamide